ThioGallate C(C1=CC(O)=C(O)C(O)=C1)(=S)[O-]